[K+].CN1N=CC(=C1[C@H]1[C@H](C1)C)C(=O)[O-] 1-methyl-cis-5-(2-methylcyclopropyl)-1H-pyrazole-4-carboxylic acid potassium salt